dihydronaphtho[2,3-a]acridine C1CC=CC=2N=C3C=CC4=C(C3=CC12)C=C1C=CC=CC1=C4